C(C(O)P(=O)(O)[O-])[NH3+] The molecule is a zwitterion resulting from a transfer of a proton from the phosphonate to the amino group of (2-amino-1-hydroxyethyl)phosphonate. It is the major microspecies at pH 7.3 (according to Marvin v 6.2.0.). It is a tautomer of a 1-hydroxy-2-aminoethylphosphonic acid.